S(CCC(=O)OCCCCCCCCCCCCCCCC(C)C)CCC(=O)OCCCCCCCCCCCCCCCC(C)C Diisostearyl thiodipropionate